C(C)C(C(C(=O)OCC(CO)(CO)CO)(CC)CC)(CCC)CC pentaerythritol (tetraethylhexanoate)